NCCCNC(=O)C1=CC=C(O1)C#CCNC(OC(C)(C)C)=O tert-butyl (3-(5-((3-aminopropyl)carbamoyl)furan-2-yl)prop-2-yn-1-yl)carbamate